6-(3-(5-fluoro-1-methyl-1H-pyrrolo[2,3-b]pyridin-3-yl)pyrrolidin-1-yl)-2-morpholinobenzo[d]oxazole FC=1C=C2C(=NC1)N(C=C2C2CN(CC2)C2=CC1=C(N=C(O1)N1CCOCC1)C=C2)C